(S)-6,6-dimethylpiperidin-3-amine hydrochloride Cl.CC1(CC[C@@H](CN1)N)C